3-(1-(2,4-difluorophenyl)ethoxy)-N5-ethyl-N2-methyl-1H-pyrrole-2,5-dicarboxamide FC1=C(C=CC(=C1)F)C(C)OC1=C(NC(=C1)C(=O)NCC)C(=O)NC